C(C1=CC=CC=C1)OCC1(CC1)CO (1-((benzyloxy)methyl)cyclopropyl)methanol